(S)-methyl 3-(tert-butyldimethylsilyloxy)-4-((S)-1-(3-chloro-5-fluoro-2-((4-methoxyphenoxy)methyl)phenyl)ethylamino)butanoate [Si](C)(C)(C(C)(C)C)O[C@@H](CC(=O)OC)CN[C@@H](C)C1=C(C(=CC(=C1)F)Cl)COC1=CC=C(C=C1)OC